CC=1C(=NC2=C(C1)OC1=C2C=CC=C1)C1=NC=CC=C1 (methylbenzofuropyridinyl)pyridine